BrC=1C(=CC2=C(N(C=N2)COCC[Si](C)(C)C)C1)F 2-[(6-bromo-5-fluoro-benzimidazol-1-yl)methoxy]ethyl-trimethyl-silane